CN1CN(CN(C1)C)C Hexahydro-1,3,5-trimethyl-s-triazin